N-((1-benzyl-4-hydroxypiperidin-4-yl)methyl)-1-cyclobutyl-2-(3,4,5-trimethoxyphenyl)-1H-benzo[d]imidazole-6-carboxamide C(C1=CC=CC=C1)N1CCC(CC1)(O)CNC(=O)C=1C=CC2=C(N(C(=N2)C2=CC(=C(C(=C2)OC)OC)OC)C2CCC2)C1